O1C(=CC=C1)N1C(=NC=2N(C1=O)N=CC2)SC 2-Furyl-2-methylsulfanyl-3H-pyrazolo[1,5-a][1,3,5]triazin-4-one